BrC1=C(N(C(C(=C1)C(=O)NCC1=CC=C(C=C1)Cl)=O)CCCl)C(=O)NCCCSC 3-bromo-N5-(4-chlorobenzyl)-1-(2-chloroethyl)-N2-(3-(methylthio)propyl)-6-oxo-1,6-dihydropyridine-2,5-dicarboxamide